[Pd].[Ga] gallium-palladium